C(CCCCCCCCCCCCCCCCCC)(=O)O.[C] carbon nonadecanoic acid